NC1=NC(=C(C(=N1)N)C#N)N[C@@H](C)C1=CN(C2=NC=C(C=C21)Cl)C=2C=NC=CC2 (S)-2,4-diamino-6-((1-(5-chloro-1-(pyridin-3-yl)-1H-pyrrolo[2,3-b]pyridin-3-yl)ethyl)amino)pyrimidine-5-carbonitrile